4-(4-fluorophenyl)-12-methyl-16-[4-(2-methylbut-3-yn-2-yl)phenyl]-8,11,13,14,16-pentaaza-tetracyclo-[8.6.0.02,7.011,15]Hexadec-1(10),2,4,6,8,12,14-heptaene FC1=CC=C(C=C1)C=1C=C2C=3N(C4=NN=C(N4C3C=NC2=CC1)C)C1=CC=C(C=C1)C(C)(C#C)C